cobalt-zinc barium [Ba].[Zn].[Co]